(2-((5-chloro-2-((2-methoxy-4-(4-(methylamino)piperidin-1-yl)phenyl)amino)pyrimidin-4-yl)amino)phenyl)Dimethylphosphine oxide ClC=1C(=NC(=NC1)NC1=C(C=C(C=C1)N1CCC(CC1)NC)OC)NC1=C(C=CC=C1)P(C)(C)=O